6,7-dichloro-2-hexylquinoxaline ClC=1C=C2N=CC(=NC2=CC1Cl)CCCCCC